4-[(3aS,6aR)-1,2,3,3a,4,5,6,6a-octahydrocyclopenta[c]pyrrol-5-yl]-6-(1-methylpyrazol-4-yl)pyrazolo[1,5-a]pyrazine C1NC[C@@H]2[C@H]1CC(C2)C=2C=1N(C=C(N2)C=2C=NN(C2)C)N=CC1